N[C@H](C=O)CCC(=O)N[C@@H](CS)C(=O)NCC(=O)O Deoxyglutathione